C(C)(C)(C)OC(=O)N1C=CC2=C(C(=CC(=C12)C)O)CN1[C@@H](C[C@@H](CC1)C1CC1)C1=CC=C(C=C1)C(=O)OC 4-(((2S,4R)-4-cyclopropyl-2-(4-(methoxycarbonyl)phenyl)piperidin-1-yl)methyl)-5-hydroxyl-7-Methyl-1H-indole-1-carboxylic acid tert-butyl ester